5-((3-(8-(((3S,4R)-3-fluoro-1-methylpiperidin-4-yl)amino)-3-(2,2,2-trifluoroethyl)indolizin-2-yl)prop-2-yn-1-yl)amino)-6-methoxy-N-(methyl-d3)pyridine-2-carboxamide F[C@H]1CN(CC[C@H]1NC1=CC=CN2C(=C(C=C12)C#CCNC=1C=CC(=NC1OC)C(=O)NC([2H])([2H])[2H])CC(F)(F)F)C